(1R,5S,8r)-8-{(1S)-1-[5-(methoxycarbonyl)-2-(trifluoromethyl)anilino]ethyl}-3-azabicyclo[3.2.1]octane-3-carboxylic acid tert-butyl ester C(C)(C)(C)OC(=O)N1C[C@@H]2CC[C@H](C1)C2[C@H](C)NC2=C(C=CC(=C2)C(=O)OC)C(F)(F)F